FC=1C=CC=NC1C 5-fluoro-6-methylpyridin